trans-N-methyl-N-[3-[(6-(4-(benzyloxy)-2-ethyl-5-fluorophenyl)imidazo[1,5-a]pyridine-8-yl)oxy]cyclobutyl]carbamate CN(C([O-])=O)[C@@H]1C[C@H](C1)OC=1C=2N(C=C(C1)C1=C(C=C(C(=C1)F)OCC1=CC=CC=C1)CC)C=NC2